C(CCC)C1CN=C(N1)SCC1=CSC2=NC3=CC=C(C=C3CN21)Cl 3-(((5-butyl-4,5-dihydro-1H-imidazol-2-yl)thio)methyl)-7-chloro-5H-thiazolo[2,3-b]quinazoline